(Z)-9-hexadecenoic acid 2-octyldodecyl ester C(CCCCCCC)C(COC(CCCCCCC\C=C/CCCCCC)=O)CCCCCCCCCC